CS(=O)(=O)C1=CC2=C(NC(O2)=O)C=C1 6-(methylsulfonyl)benzo[d]oxazol-2(3H)-one